N,N-dimethyl-4-((6-oxopyrimidin-1(6H)-yl)methyl)benzamide CN(C(C1=CC=C(C=C1)CN1C=NC=CC1=O)=O)C